(1S,3S,5S)-N-((4-carbamimidoylthiophen-2-yl)methyl)-5-methyl-2-((3-phenoxypropanoyl)glycyl)-2-azabicyclo[3.1.0]hexane-3-carboxamide C(N)(=N)C=1C=C(SC1)CNC(=O)[C@H]1N([C@H]2C[C@]2(C1)C)C(CNC(CCOC1=CC=CC=C1)=O)=O